C1(=C(C=CC=C1)NC(C(=O)NC1=C(C=CC=C1)C)=O)C N1,N2-di-o-tolyloxalamide